COC(=O)C1=CSC=2C1=NC(=CC2C(F)(F)F)N2CCC(CC2)NC(=O)OC(C)(C)C 5-[4-(tert-butoxycarbonylamino)-1-piperidinyl]-7-(trifluoromethyl)thieno[3,2-b]pyridine-3-carboxylic acid methyl ester